FC=1C=2N(C=C(C1)C1=CNC=3N=C(N=C(C31)OC)N[C@H]3[C@@H](COCC3)F)C=CN2 5-(8-fluoroimidazo[1,2-a]pyridin-6-yl)-N-((3S,4R)-3-fluorotetrahydro-2H-pyran-4-yl)-4-methoxy-7H-pyrrolo[2,3-d]pyrimidin-2-amine